(R)-N-(3-(benzyloxy)-2-hydroxypropyl)-N-(cyclopropylmethyl)methanesulfonamide C(C1=CC=CC=C1)OC[C@@H](CN(S(=O)(=O)C)CC1CC1)O